FC=1C=CC2=C(OC3=C(C(=N2)N2CCN(CC2)CC(C(=O)OC)(C)C)C=CC(=C3)C)C1 methyl 3-(4-(7-fluoro-3-methyldibenzo[b,f][1,4]oxazepin-11-yl) piperazin-1-yl)-2,2-dimethylpropionate